3-(5-amino-2-methyl-3-pyridinyl)-8-chloro-N-methyl-1,6-naphthyridin-7-amine NC=1C=C(C(=NC1)C)C=1C=NC2=C(C(=NC=C2C1)NC)Cl